FC1=C(C=C(C(=C1O)F)C(F)(F)F)C1=NN(C2=NC(=NC=C21)N2CCC(CC2)(O)C2=NC=CC=C2)C 1-(3-(2,4-Difluoro-3-hydroxy-5-(trifluoromethyl)phenyl)-1-methyl-1H-pyrazolo[3,4-d]pyrimidin-6-yl)-4-(pyridin-2-yl)piperidin-4-ol